2,2-dichloropropane-1-carboxylic acid ClC(CC(=O)O)(C)Cl